ClCC=1N(C2=CC=C(C=C2C(C1I)=O)F)N1NOC=C1 2-(Chloromethyl)-3-iodo-6-fluoro-1-(oxadiazole-3-yl)quinolin-4(1H)-one